phenyl-3-[dimethoxy(4-methoxyphenyl)]methyldibenzothiophenium C1(=CC=CC=C1)C1=CC(=CC=2[SH+]C3=C(C21)C=CC=C3)CC3=C(C(=C(C=C3)OC)OC)OC